(S)-5-(3-(1-hydroxypropan-2-yl)-4-oxo-8-(pyridin-3-yl)-3,4-dihydropyrido[3,4-d]pyrimidin-6-yl)picolinic acid OC[C@H](C)N1C=NC2=C(C1=O)C=C(N=C2C=2C=NC=CC2)C=2C=CC(=NC2)C(=O)O